3-((Dimethylamino)Methyl)-4-(3-Methoxyphenyl)Tetrahydro-2H-Thiopyran-4-Ol CN(C)CC1CSCCC1(O)C1=CC(=CC=C1)OC